pyridine-2-aldoxime N1=C(C=CC=C1)C=NO